CC1(C2=CC=CC=C2C=2C=CC(=CC12)NC1=CC2=C(OC3=C2C=CC=C3)C=C1)C N-(9,9-dimethyl-9H-fluoren-2-yl)dibenzofuran-2-amine